2-(4-bromo-2-(isoxazol-3-yl)phenoxy)propionic acid BrC1=CC(=C(OC(C(=O)O)C)C=C1)C1=NOC=C1